2-Imino-6-(1-piperidinyl)-1,2-dihydro-4-pyrimidinamine 3-oxide N=C1NC(=CC(=[N+]1[O-])N)N1CCCCC1